COC(=O)C1=CC=C(C=N1)C(C)N1C(C=2N([C@@H](C1)C)N=C1C2CN([C@@H](C1)C)C(=O)OC(C)(C)C)=O tert-butyl (3R,7R)-9-(1-(6-(methoxycarbonyl)pyridin-3-yl)ethyl)-3,7-dimethyl-10-oxo-3,4,7,8,9,10-hexahydropyrido[4',3':3,4]pyrazolo[1,5-a]pyrazine-2(1H)-carboxylate